4-(5-fluoropyridin-2-yl)piperidin-2-ylbenzoic acid methyl ester COC(C1=C(C=CC=C1)C1NCCC(C1)C1=NC=C(C=C1)F)=O